[Na+].P(=O)([O-])([O-])[O-].[Na+].[Na+] phosphate sodium